BrC=1C=CC=2N(C1)N=C(C2S(=O)(=O)CC)N2CC1=NC=C(C=C1C2)C(F)(F)F 6-(6-bromo-3-ethylsulfonyl-pyrazolo[1,5-a]pyridin-2-yl)-3-(trifluoromethyl)-7H-pyrrolo[3,4-b]pyridin